C(C)(C)(C)OC(NCCOC=1C=CC2=C(C(C=3NC4=CC(=CC=C4C3C2=O)C#N)(C)C)C1)=O [2-(3-Cyano-6,6-dimethyl-11-oxo-6,11-dihydro-5H-benzo[b]carbazol-8-yloxy)-ethyl]-carbamic acid tert-butyl ester